(R)-4-amino-N,1-dimethyl-N-(7-(1-(trifluoromethyl)-1H-pyrazol-4-yl)isochroman-4-yl)-1H-pyrazolo[4,3-c]quinoline-8-carboxamide NC1=NC=2C=CC(=CC2C2=C1C=NN2C)C(=O)N([C@H]2COCC1=CC(=CC=C21)C=2C=NN(C2)C(F)(F)F)C